FC1=C(C(=CC(=C1)F)F)C1=CC=CC=C1 2,4,6-trifluoro-1,1'-biphenyl